zinc ((4-((3-(1-(2-(tert-butoxy)-2-oxoethyl)-1H-1,2,4-triazol-3-yl)-2-methoxyphenyl)amino)-6-(cyclopropanecarboxamido)pyridazine-3-carbonyl)oxy)zinc C(C)(C)(C)OC(CN1N=C(N=C1)C=1C(=C(C=CC1)NC1=C(N=NC(=C1)NC(=O)C1CC1)C(=O)O[Zn])OC)=O.[Zn]